CS(=O)(=O)N1CCC(CC1)N 1-(Methylsulfonyl)piperidin-4-amine